C1(CCCC1)NC1=NC=C(C(=O)O)C=C1[N+](=O)[O-] 6-(cyclopentylamino)-5-nitronicotinic acid